BrC1=CC=C(C(=N1)N(CC(=O)OCC)[C@@H]1CC[C@H](CC1)N(C1=C(C=CC=C1)OCOCC[Si](C)(C)C)C1CC1)[N+](=O)[O-] trans-ethyl 2-((6-bromo-3-nitropyridin-2-yl)(4-(cyclopropyl(2-((2-(trimethylsilyl)ethoxy)methoxy)phenyl)amino)cyclohexyl)amino)acetate